C(C(=C)C)(=O)OCCCCCNC(=S)NCC N-(5-methacryloxypentyl)-N'-ethyl-thiourea